[1-[[3-[[(4S)-chroman-4-yl]carbamoyl]-5-fluoro-phenyl]methyl]-4,4-diethyl-6-oxo-hexahydropyrimidin-2-ylidene]ammonium O1CC[C@@H](C2=CC=CC=C12)NC(=O)C=1C=C(C=C(C1)F)CN1C(NC(CC1=O)(CC)CC)=[NH2+]